NC=1C(=NC=NC1N(CC1=CC=CC=C1)CC1=CC=CC=C1)N[C@H]1[C@@H](CN(CC1)C(=O)OC(C)(C)C)F |o1:23,24| rel-tert-butyl (3R,4R)-4-{[5-amino-6-(dibenzylamino) pyrimidin-4-yl] amino}-3-fluoropiperidine-1-carboxylate